8-ethoxy-2-(1-methyl-2-oxabicyclo[2.2.1]heptan-4-yl)imidazo[1,2-a]pyrazine-6-carboxylic acid C(C)OC=1C=2N(C=C(N1)C(=O)O)C=C(N2)C21COC(CC2)(C1)C